C1(CC1)CNS(=O)(=O)C1=CC=C(C=C1)C1=CC=C(C=C1)CC#C N-cyclopropylmethyl-4'-propargyl-4-biphenylsulfonamide